tert-butyl N-[[1-[3-(2-amino-3-pentyl-7-quinolyl)phenyl]sulfonylazetidin-3-yl] methyl]carbamate NC1=NC2=CC(=CC=C2C=C1CCCCC)C=1C=C(C=CC1)S(=O)(=O)N1CC(C1)CNC(OC(C)(C)C)=O